N1(C=CC=C1)C(=O)O pyrrole-1-carboxylic acid